1-aminopentane-1,1,2,2-tetrol NC(C(CCC)(O)O)(O)O